C(C)N1N=C(C=C1C1[C@H]2CC(C[C@@H]12)N1CC2(CS(C2)(=O)=O)CC1)C1=CC(=NC=C1)C(F)(F)F 6-((1R,3r,5S,6r)-6-(1-ethyl-3-(2-(trifluoromethyl)pyridin-4-yl)-1H-pyrazol-5-yl)bicyclo[3.1.0]hexan-3-yl)-2-thia-6-azaspiro[3.4]octane 2,2-dioxide